C(C)OC1=NC=CC=C1C1=CC(=C2C(=N1)C(=NN2C(C)C)C)NCC2=NC(=CN=C2)OC 5-(2-ethoxy-3-pyridinyl)-1-isopropyl-N-[(6-methoxypyrazin-2-yl)methyl]-3-methyl-pyrazolo[4,3-b]pyridin-7-amine